2-(1-(tert-butyl)-4-phenoxy-1H-pyrazole-5-carbonyl)-1-(2,4-dimethylbenzyl)-N-ethylhydrazine-1-carboxamide C(C)(C)(C)N1N=CC(=C1C(=O)NN(C(=O)NCC)CC1=C(C=C(C=C1)C)C)OC1=CC=CC=C1